3-[[(1R)-1-[3,6-Dimethyl-2-(2-methylindazol-5-yl)-4-oxo-chromen-8-yl]ethyl]amino]-6-methyl-pyridine-2-carbohydrazide CC1=C(OC2=C(C=C(C=C2C1=O)C)[C@@H](C)NC=1C(=NC(=CC1)C)C(=O)NN)C1=CC2=CN(N=C2C=C1)C